1,2,5-tricyano-2H-borinine C(#N)B1C(C=CC(=C1)C#N)C#N